C(#N)C1=C(C=CC(=C1)F)SC=1C=2N(C=C(C1)C=1C=NC(=CC1)N1CCN(CC1)C)N=CC2C#N 4-((2-cyano-4-fluorophenyl)thio)-6-(6-(4-methylpiperazin-1-yl)pyridin-3-yl)pyrazolo[1,5-a]pyridine-3-carbonitrile